(S)-2-(2-chloro-4-(6-((5-methoxy-1,3,4-thiadiazol-2-yl)methoxy)pyridin-2-yl)-5-methylbenzyl)-1-(4,4-dimethyltetrahydrofuran-3-yl)-1H-benzo[d]imidazole-6-carboxylic acid ClC1=C(CC2=NC3=C(N2[C@@H]2COCC2(C)C)C=C(C=C3)C(=O)O)C=C(C(=C1)C1=NC(=CC=C1)OCC=1SC(=NN1)OC)C